CSC(C(=O)N1C(CNCC1)C=1NC(=CN1)C1=CC=C(C=C1)C)C methylthio-1-(2-(5-(p-tolyl)-1H-imidazol-2-yl)piperazin-1-yl)propan-1-one